2-octyl-1-p-toluenesulfonyl-1H-indole C(CCCCCCC)C=1N(C2=CC=CC=C2C1)S(=O)(=O)C1=CC=C(C)C=C1